(+/-)-trans-methyl 3-((6-chloro-1-methyl-1H-pyrazolo[3,4-d]pyrimidin-4-yl)amino)bicyclo[2.2.2]octane-2-carboxylate ClC1=NC(=C2C(=N1)N(N=C2)C)NC2C(C1CCC2CC1)C(=O)OC